C1[C@H]([C@H]([C@@H](C[C@@]1(C(=O)O)O)OC(=O)/C=C/C2=CC=C(C=C2)O)O)O trans-5-O-(4-coumaroyl)-D-quinic acid